BrC1=CC(=C(C=C1)N1N=CC2=CC(=C(C(=C12)F)OC)F)F 1-(4-Bromo-2-fluorophenyl)-5,7-difluoro-6-methoxy-1H-indazole